BrC1=CN=C(C=C1C(=O)O)Cl 5-bromo-2-chloroisonicotinic acid